CC1=C(C=CC=C1NC(C1=NC=CC=C1)=O)C1=C2CCN(C2=CC=C1)C(=O)C=1SC=2CN(CCC2N1)CC(=O)O 2-(2-(4-(2-methyl-3-(picolinamido)phenyl)indoline-1-carbonyl)-6,7-dihydrothiazolo[5,4-c]pyridin-5(4H)-yl)acetic acid